NC1=C(C(=O)OC)C=C(C(=C1)C(F)(F)F)OC methyl 2-amino-5-methoxy-4-(trifluoromethyl)benzoate